trimethylcyclopentyl acrylate C(C=C)(=O)OC1(C(CCC1)(C)C)C